((4-(2-(cyclopentylamino)-4-methylthiazol-5-yl)pyrimidin-2-yl)amino)-7,8-dihydro-1,6-naphthyridine C1(CCCC1)NC=1SC(=C(N1)C)C1=NC(=NC=C1)NC1=NC=2CCN=CC2C=C1